3-Sulfobenzoic acid monosodium salt [Na+].S(=O)(=O)([O-])C=1C=C(C(=O)O)C=CC1